tert-butyl (((6S,9S)-1-amino-9-isopropyl-6-((4-((((4-nitrophenoxy)carbonyl)oxy)methyl) phenyl)carbamoyl)-1,8,11-trioxo-14,17,20,23-tetraoxa-2,7,10-triazapentacosan-25-yl)oxy)carbamate NC(NCCC[C@H](NC([C@@H](NC(CCOCCOCCOCCOCCONC(OC(C)(C)C)=O)=O)C(C)C)=O)C(NC1=CC=C(C=C1)COC(=O)OC1=CC=C(C=C1)[N+](=O)[O-])=O)=O